O=C1N(CC2=C(C=CC=C12)NC1=NC(=CC=C1)NC1=CC(=CC=C1)N1CCC(CC1)N1N=CC(=C1)C1=NC2=CC=CC=C2N=C1)C1C(NC(CC1)=O)=O 3-(1-oxo-4-((6-((3-(4-(4-(quinoxalin-2-yl)-1H-pyrazol-1-yl)piperidin-1-yl)phenyl)amino)pyridin-2-yl)amino)isoindolin-2-yl)piperidine-2,6-dione